FC1=CC(=CC=2NC(OC21)=O)NC2=NC(=NC=C2C)NC2=CC(=CC=C2)S(=O)(=O)C 7-fluoro-5-(5-methyl-2-(3-(methylsulfonyl)phenylamino)pyrimidin-4-ylamino)benzo[d]oxazol-2(3H)-one